2-butyl-4-(4-(((3S,4S)-3-fluoro-1-(piperidin-4-ylmethyl)piperidin-4-yl)oxy)phenyl)-2,7-naphthyridin-1(2H)-one C(CCC)N1C(C2=CN=CC=C2C(=C1)C1=CC=C(C=C1)O[C@@H]1[C@H](CN(CC1)CC1CCNCC1)F)=O